OC(C(=O)O)(CC)SC hydroxy(methylthio)butyric acid